F[C@H]1C[C@H](N2N=C(C=C21)C(=O)N[C@@H]2C(N(C1=C(OC2)C=CC=N1)C)=O)C1=CC=CC=C1 (4S,6S)-4-fluoro-6-phenyl-N-[(3S)-5-methyl-4-oxo-2,3-dihydropyrido[3,2-b][1,4]oxazepin-3-yl]-5,6-dihydro-4H-pyrrolo[1,2-b]pyrazole-2-carboxamide